CN(C)C1=CC=C(C=C1)N1C(C=2C(=NC=3C=CC(=CC3C2C1=O)S(=O)(=O)N1CCCC1)C)=O 2-[4-(N,N-dimethylamino)phenyl]-4-methyl-8-(pyrrolidine-1-sulfonyl)-1H,2H,3H-pyrrolo[3,4-c]quinoline-1,3-dione